C(C)(C)(C)OC(=O)N1[C@H](CN(C[C@H]1C)C1=C(C=NC2=C(N=C(C=C12)C)OC)C(=O)O)C 4-((3S,5R)-4-(tert-butoxycarbonyl)-3,5-dimethylpiperazin-1-yl)-8-methoxy-6-methyl-1,7-naphthyridine-3-carboxylic acid